ClC=1C(=C(C(=CC1Cl)Cl)OC(C(=O)OC1=C(C(=C(C=C1Cl)Cl)Cl)C(=O)OCC1CC1)=O)C(=O)OCC1CC1 bis{3,4,6-trichloro-2-[(cyclopropylmethoxy)carbonyl] phenyl}oxalate